Cl.N1CC(=CC1)C=1C=2N(C=C(C1)OCC(C)(C)O)N=CC2C#N 4-(2,5-dihydro-1H-pyrrol-3-yl)-6-(2-hydroxy-2-methylpropyloxy)pyrazolo[1,5-a]pyridine-3-carbonitrile hydrochloride